(2-(piperidin-1-yl)-6,7-dihydro-4H-thieno[3,2-c]pyran-4-yl)methanamine N1(CCCCC1)C1=CC=2C(OCCC2S1)CN